5-(4-((3-(3-ethylureido)-1-methyl-1H-pyrazol-5-yl)methyl)piperidin-1-yl)-N,6-dimethylpicolinamide C(C)NC(NC1=NN(C(=C1)CC1CCN(CC1)C=1C=CC(=NC1C)C(=O)NC)C)=O